4-((3aS,7aR)-7a-fluoro-1-oxooctahydro-2H-pyrrolo[3,4-c]pyridin-2-yl)-2-isopropylbenzoic acid F[C@@]12[C@@H](CNCC1)CN(C2=O)C2=CC(=C(C(=O)O)C=C2)C(C)C